Methyl 2-amino-[1,2,4]triazolo[1,5-a]pyridine-5-carboxylate NC1=NN2C(C=CC=C2C(=O)OC)=N1